CN(C/C=C/C(=O)NC1=CC=C(C=C1)C1CCN(CC1)C(=O)N(C=1N=CC=C2C1N(C=C2)C)[C@@H]2CN(CCC2)C(=O)OC(C)(C)C)C tert-butyl (S,E)-3-(4-(4-(4-(dimethylamino)but-2-enamido) phenyl)-N-(1-methyl-1H-pyrrolo[2,3-c]pyridin-7-yl)piperidine-1-carboxamido)piperidine-1-carboxylate